3-(heptyloxy)propane C(CCCCCC)OCCC